N-({4-[(2-methoxyethyl)amino]-3-nitrophenyl}sulfonyl)-2-(1H-pyrrolo-[2,3-b]pyridin-5-yloxy)benzamide COCCNC1=C(C=C(C=C1)S(=O)(=O)NC(C1=C(C=CC=C1)OC=1C=C2C(=NC1)NC=C2)=O)[N+](=O)[O-]